FC1(CC(N(CC1)C(=O)OCC1=CC=CC=C1)C1=C(C=CC=C1)COC)F benzyl 4,4-difluoro-2-[2-(methoxymethyl)phenyl]piperidine-1-carboxylate